S(=O)(=O)(O)O.C(C)(C)(C)C1=C(N=CN1)C=C1C(NC(C(N1)=O)=CC1=CC=CC=C1)=O 3-[(5-tert-butyl-1H-imidazol-4-yl)methylene]-6-(benzylidene)-2,5-piperazinedione sulfate